S1C=NC(=C1)CC(=O)OC methyl 2-(thiazol-4-yl)acetate